methyl 2-(tetrahydropyran-4-yloxymethyl)prop-2-enoate O1CCC(CC1)OCC(C(=O)OC)=C